BrC1=CC(=C(C=C1)N1N=CC(=C1)C(=O)O)C 1-(4-bromo-2-methyl-phenyl)pyrazole-4-carboxylic acid